3,3-difluoro-N-((1S,2R)-2-(6-fluoro-2,3-dimethylphenyl)-1-(5-oxo-4,5-dihydro-1,3,4-oxadiazol-2-yl)propyl)-8-azabicyclo[3.2.1]octane-8-sulfonamide FC1(CC2CCC(C1)N2S(=O)(=O)N[C@@H]([C@H](C)C2=C(C(=CC=C2F)C)C)C=2OC(NN2)=O)F